N-(5-cyclopropyl-1H-pyrazol-3-yl)-2-(6,7-dimethylbenzofuran-3-yl)acetamide C1(CC1)C1=CC(=NN1)NC(CC1=COC2=C1C=CC(=C2C)C)=O